2-(1-cyclobutyl-1H-benzo[d]imidazol-2-yl)-5-hydroxy-1-methyl-N-(1-methyl-5-oxopyrrolidin-3-yl)-6-oxo-1,6-dihydropyrimidine-4-carboxamide C1(CCC1)N1C(=NC2=C1C=CC=C2)C=2N(C(C(=C(N2)C(=O)NC2CN(C(C2)=O)C)O)=O)C